ClC1=NC(=C(C=C1CO)F)C1=CN=C2N1N=C(C(=C2)OC)C2CC2 (2-chloro-6-(6-cyclopropyl-7-methoxyimidazo[1,2-b]pyridazin-3-yl)-5-fluoropyridin-3-yl)methanol